pyrimido[4,5-d]pyrimidine-5,7-dione N1=CN=CC2=C1NC(NC2=O)=O